2-{6-azaspiro[2.5]oct-6-yl}-N-{3',4'-dihydro-1'H-spiro[cyclopropane-1,2'-naphthalen]-5'-yl}-4-(2-hydroxyethanesulfonylamino)benzamide C1CC12CCN(CC2)C2=C(C(=O)NC1=C3CCC4(CC3=CC=C1)CC4)C=CC(=C2)NS(=O)(=O)CCO